3-(3,4-Dihydro-1H-isochromen-1-yl)-5-formylthiophene-2-carbonitrile C1(OCCC2=CC=CC=C12)C1=C(SC(=C1)C=O)C#N